C(C)(C)(C)OC(=O)N1C2C=C(CC1CC2)C2=C(C=1N=CN=C(C1N2C2=CC(=C(C=C2)OC2=NC=CC(=N2)C)F)N)C 3-(4-amino-5-{3-fluoro-4-[(4-methylpyrimidin-2-yl)oxy]phenyl}-7-methyl-5H-pyrrolo[3,2-d]pyrimidin-6-yl)-8-azabicyclo[3.2.1]oct-2-ene-8-carboxylic acid tert-butyl ester